[6-(1-cyclopropyl-6-oxo-3-pyridyl)-3,6-dihydro-2H-pyran-4-yl] trifluoromethanesulfonate FC(S(=O)(=O)OC=1CCOC(C1)C1=CN(C(C=C1)=O)C1CC1)(F)F